NC/C(/CN1N=CN(C1=O)CC=1SC(=CC1)C1=CC(=CC=C1)C1=NN=CN1)=C/F 2-[(2Z)-2-(aminomethyl)-3-fluoroprop-2-en-1-yl]-4-({5-[3-(4H-1,2,4-triazol-3-yl)phenyl]thiophen-2-yl}methyl)-2,4-dihydro-3H-1,2,4-triazol-3-one